ClC=1C=C(C=C(C1)NS(=O)(=O)C)NC(=O)C1=CN(C(=C1)C1=NC=C(C=C1OCC1=CC(=CC(=C1)F)F)F)C N-(3-chloro-5-methanesulfonamidophenyl)-5-{3-[(3,5-difluorophenyl)methoxy]-5-fluoropyridin-2-yl}-1-methylpyrrole-3-carboxamide